C1(=CC=CC=C1)S(=O)(=O)N1C(=CC=C1)B(O)O 1-(PHENYLSULFONYL)PYRROLE-2-BORONIC ACID